methyl-2'-deoxyuridine C[C@@]1(C[C@@H]([C@H](O1)CO)O)N2C=CC(=O)NC2=O